2,3-diaminopropane NC(C)CN